9-{4-[4-(trifluoromethyl)phenoxy]phenyl}-3,4-dihydropyrido[2,1-c][1,2,4]thiadiazine 2,2-dioxide FC(C1=CC=C(OC2=CC=C(C=C2)C2=CC=CN3C2=NS(CC3)(=O)=O)C=C1)(F)F